ClC=1C=C2C3=C(N(C2=C(C1)C=1C=NC(=CC1)C(F)(F)F)CC(F)(F)F)C=NC=C3 6-Chloro-9-(2,2,2-trifluoro-ethyl)-8-(6-trifluoromethyl-pyridin-3-yl)-9H-pyrido[3,4-b]indole